2-(N-Hydroxycarbamimidoyl)piperidine-1-carboxylic acid tert-butyl ester C(C)(C)(C)OC(=O)N1C(CCCC1)C(NO)=N